CC1=CC(=NC(=N1)N1CCCC1)C=1C=NN(C1)C1=CC=C(C=C1)[N+](=O)[O-] 2-(4-(6-methyl-2-(pyrrolidin-1-yl)pyrimidin-4-yl)-1H-pyrazol-1-yl)-5-nitrobenzene